CC=1NC(=C(C(C1C(=O)O)C#CC1=CC=CC=C1)C(=O)O)C1=CC=CC=C1 1,4-dihydro-2-methyl-6-phenyl-4-(phenylethynyl)-3,5-pyridinedicarboxylic acid